N-methyl-6-(trifluoromethyl)-2,3-dihydrobenzo[b]thiophen-3-amine CNC1C2=C(SC1)C=C(C=C2)C(F)(F)F